C(C)OC1CCC(CC1)=O 4-(ethoxy)cyclohexanone